[C@@H]1([C@@H](O)[C@H](O)[C@H](O1)CO)N1C(N=C(C=C1)N)=O 1-β-D-arabinofuranosyl-4-amino-2(1H)-pyrimidinone